BrC=1C=CC(=NC1)OC1=C(C=O)C=CC(=C1)Cl ((5-bromopyridin-2-yl)oxy)-4-chlorobenzaldehyde